Potassium lead iodide salt [Pb](I)I.[K]